C(C1=CC=CC=C1)OC1=CC(=NC(=C1C(=O)NC)C)Cl 4-(benzyloxy)-6-chloro-N,2-dimethylnicotinamide